(2-(4-cyclopropylphenoxy)-5-(ethylsulfonylamino)phenyl)-2,6-dimethylpyridine 1-oxide C1(CC1)C1=CC=C(OC2=C(C=C(C=C2)NS(=O)(=O)CC)C=2C(=[N+](C(=CC2)C)[O-])C)C=C1